C(C)(=O)OC=1C(=NC=CN1)C(=O)N acetoxypyrazinamide